C(N)(=N)NC(=O)C1=CC2=CC=CC(=C2C=C1)C=1C=NN(C1)C N-carbamimidoyl-5-(1-methyl-1H-pyrazol-4-yl)-2-naphthamide